FC(C1=CC=C(C(N1)=O)C(=O)NC1C2=CC=C(C=C2OC=2C=C(C=CC12)OC)OC)F 6-(difluoromethyl)-N-(3,6-dimethoxy-9H-xanthen-9-yl)-2-oxo-1,2-dihydropyridine-3-carboxamide